ClC1=CC(=CC(=N1)C(=O)NC1CCC(CC1)OCCOC)NCC1=C(C=C(C=C1)OC)OC 6-chloro-4-((2,4-dimethoxybenzyl)amino)-N-((1r,4r)-4-(2-methoxyethoxy)cyclohexyl)picolinamide